C(N)(OCC(=C(F)C(C)(C)C)CN1C=C2C(N(CCC2=C1Cl)C1CC1)=O)=O tert-butyl-(2-((1-chloro-5-cyclopropyl-4-oxo-4,5,6,7-tetrahydro-2H-pyrrolo[3,4-c]pyridin-2-yl) methyl)-3-fluoroallyl) carbamate